(4-chloro-6-((2-methoxyphenyl)amino)pyrimidin-2-yl)(4-phenylpiperazin-1-yl)methanone (S)-tert-butyl-4-((3-(1H-pyrazol-4-yl)propyl)thio)-2-((tert-butoxycarbonyl)amino)butanoate C(C)(C)(C)OC([C@H](CCSCCCC=1C=NNC1)NC(=O)OC(C)(C)C)=O.ClC1=NC(=NC(=C1)NC1=C(C=CC=C1)OC)C(=O)N1CCN(CC1)C1=CC=CC=C1